ClC1=C(OC(C(=O)OCC)(C)C)C(=CC(=C1)CN1N=CN(C1=O)C1=CC=C(C=C1)OC(F)(F)F)Cl Ethyl 2-(2,6-dichloro-4-((5-oxo-4-(4-(trifluoromethoxy)phenyl)-4,5-dihydro-1H-1,2,4-triazol-1-yl)meth-yl)phenoxy)-2-methylpropionate